4-{4-[(5-Nitrofuran-2-yl)methyl]piperazin-1-yl}benzonitrile [N+](=O)([O-])C1=CC=C(O1)CN1CCN(CC1)C1=CC=C(C#N)C=C1